C(#N)C=1C=C2CC[C@H](C2=CC1)NC(OC(C)(C)C)=O tert-butyl N-[(1R)-5-cyano-2,3-dihydro-1H-inden-1-yl]carbamate